NC1=C(C2=C(S1)CSC21CN(C1)C1=NC(=NC(=N1)N1CCOCC(C1)(C)O)OCC1(CC1)CN1CCOCC1)C#N 2-amino-1'-[4-(6-hydroxy-6-methyl-1,4-oxazepan-4-yl)-6-[[1-(morpholinomethyl)cyclopropyl]methoxy]-1,3,5-triazin-2-yl]spiro[6H-thieno[3,4-b]thiophene-4,3'-azetidine]-3-carbonitrile